C(C1=CC=CC=C1)OC1=C(C(=O)OCC2=CC=CC=C2)C=CC(=C1)N(C(=O)[C@@H]1N(CC1)S(=O)(=O)C1=C(C(=C(C(=C1F)F)F)F)F)CC1=NC=C(N=C1)C1CCCCC1 benzyl (R)-2-(benzyloxy)-4-(N-((5-cyclohexylpyrazin-2-yl)methyl)-1-((perfluorophenyl)sulfonyl)azetidine-2-carboxamido)benzoate